racemic-7-(1-hydroxy-3-methyl-7-pyrazol-1-yl-3,4-dihydro-2,5,1-benzodioxaborepin-8-yl)cinnolin-4-amine OB1O[C@@H](COC2=C1C=C(C(=C2)N2N=CC=C2)C2=CC=C1C(=CN=NC1=C2)N)C |r|